CN1CCC(CC1)C1=CC=C2C(=CNC2=C1)C([C@H](C1=CC=CC=C1)NCCC1=CC=C(C#N)C=C1)=O |r| (S)- and (R)-4-(2-((2-(6-(1-methylpiperidin-4-yl)-1H-indol-3-yl)-2-oxo-1-phenylethyl)amino)ethyl)benzonitrile